COC=1C=C(C=CC1OCC1=NC=C(C=C1)COC)NC1=NC=2C=CC=C(C2N=C1N1CCOCC1)C#N ((3-methoxy-4-((5-(methoxymethyl)pyridin-2-yl)methoxy)phenyl)amino)-3-morpholinoquinoxaline-5-carbonitrile